C(CCCCCCCCCCCCCCC)[N+](CC)(CC)CC CETYLTRIETHYL-AMMONIUM